3-(1-(tert-butoxycarbonyl)-1H-indol-2-yl)-4-(pyrrolidin-1-yl)benzenesulfonic acid C(C)(C)(C)OC(=O)N1C(=CC2=CC=CC=C12)C=1C=C(C=CC1N1CCCC1)S(=O)(=O)O